lithium aniline NC1=CC=CC=C1.[Li]